[Ni](Cl)Cl.C1(=CC=CC=C1)P(CC(C)P(C1=CC=CC=C1)C1=CC=CC=C1)C1=CC=CC=C1 1,2-bis(diphenylphosphino)propane nickel chloride